C(C)(C)(C)C=1C(=C(CN[C@H](C(=O)N(C)C)C(C)C)C=CC1)O (S)-2-((3-(tert-butyl)-2-hydroxybenzyl)amino)-N,N,3-trimethyl-butanamide